[Si](C)(C)(C(C)(C)C)OC(CC=1SC(=C(N1)C1=C(C=CC(=C1)Cl)OC)NC(=O)C=1C=NN2C1N=CC=C2)(C)C N-(2-(2-(tert-butyldimethylsilyloxy)-2-methylpropyl)-4-(5-chloro-2-methoxyphenyl)thiazol-5-yl)pyrazolo[1,5-a]pyrimidine-3-carboxamide